The molecule is a benzyltetrahydroisoquinoline that is norlaudanosoline carrying four methyl substituents at positions N-1, O-6, O-7 and O-4'. It is a benzyltetrahydroisoquinoline, a benzylisoquinoline alkaloid, a member of phenols and an aromatic ether. It derives from a norlaudanosoline. It is a conjugate base of a laudanine(1+). CN1CCC2=CC(=C(C=C2C1CC3=CC(=C(C=C3)OC)O)OC)OC